N[C@H]1CN(CCC1)C(=O)C1=CC2=C(N(C(=N2)C=2N(C3=CC(=CC=C3C2)C#N)CC)C)C=C1 2-(5-{[(3R)-3-Amino-1-piperidinyl]carbonyl}-1-methyl-1H-benzimidazol-2-yl)-1-ethyl-1H-indol-6-carbonitril